acryloyloxybutyl-methyl-diethoxysilane C(C=C)(=O)OCCCC[Si](OCC)(OCC)C